N1-isopropyl-2-methylpropan-1,2-diamine C(C)(C)NCC(C)(N)C